bis(2-hydroxyethyl) furan-2,5-dicarboxylate O1C(=CC=C1C(=O)OCCO)C(=O)OCCO